ClC1=C(C(=O)NC2=C(C(=CC=C2C)OCOC)C)C=C(C=N1)C 2-chloro-N-(3-(methoxymethoxy)-2,6-dimethylphenyl)-5-methylnicotinamide